FC1(CCNCC1)CNC=1C=2N(C=C(N1)C1=CC=NC=C1)C(=C(N2)C(=O)N)C 8-[(4-Fluoro-piperidin-4-ylmethyl)-amino]-3-methyl-6-pyridin-4-yl-imidazo[1,2-a]pyrazine-2-carboxylic acid amide